O=S1(NC(C2=C1C=CC=C2)=O)=O 1,1,3-trioxo-1,2-benzothiazole